[C@H]12CN(C[C@H](CC1)N2)C=2C1=C(N=C(N2)OC[C@]23CCCN3C[C@@H](C2)F)CN(CC1)C1=CC(=CC2=CC=CC(=C12)Cl)O 4-(4-((1R,5S)-3,8-diazabicyclo[3.2.1]octan-3-yl)-2-(((2R,7aS)-2-fluorohexahydro-1H-pyrrolizin-7a-yl)methoxy)-5,6-dihydropyrido[3,4-d]pyrimidin-7(8H)-yl)-5-chloronaphthalen-2-ol